bis(2,6-dimethylmorpholinoethyl) ether CC1OC(CN(C1)CCOCCN1CC(OC(C1)C)C)C